N-(4,5-dimethylisoxazol-3-yl)-N-(methoxymethyl)-2-((3,3,6-trimethyl-1,3-dihydroisobenzofuran-5-yl)ethynyl)pyridine-3-sulfonamide CC=1C(=NOC1C)N(S(=O)(=O)C=1C(=NC=CC1)C#CC=1C=C2C(OCC2=CC1C)(C)C)COC